(1aR,5aR)-2-(2,4-Difluoro-phenyl)-1a,2,5,5a-tetrahydro-1H-2,3-diaza-cyclopropa[a]pentalene-4-carboxylic acid ((1R,2R)-2-hydroxy-1-hydroxymethyl-propyl)-amide O[C@@H]([C@@H](CO)NC(=O)C=1C=2C[C@@H]3[C@H](C2N(N1)C1=C(C=C(C=C1)F)F)C3)C